methyl 2-[1-(3-chlorophenyl)-1H-pyrazol-4-yl]propanoate ClC=1C=C(C=CC1)N1N=CC(=C1)C(C(=O)OC)C